C(C)(C)(C)OC(=O)N1CC=2N(C(C(=C(C2C1)C)C)=O)C.N(C(=N)N)C1=NC(=CC(=N1)C)C 2-guanidino-4,6-dimethyl-pyrimidine tert-Butyl-1,3,4-trimethyl-2-oxo-1,2,5,7-tetrahydro-6H-pyrrolo[3,4-b]pyridine-6-carboxylate